C(CCCCCCC\C=C/CCCCCCCC)NCCCN oleyl-trimethylenediamine